(3S,4R)-5,5,5-trifluoro-4-hydroxy-3,4-dimethylpentanenitrile FC([C@]([C@H](CC#N)C)(C)O)(F)F